F[P-](F)(F)(F)(F)F.CC(CCC=1NC=CN1)CCC 3-methylhexylimidazole hexafluorophosphate